C(C)OC1=NC(=CC(=C1)C1=CC(=C2C(=N1)N=C(N2)NC(=O)C2=CC=C(C=N2)CCC(=O)O)N(C)CC2(CCCC2)COC)C(F)(F)F 3-[6-({5-[2-ethoxy-6-(trifluoromethyl)pyridin-4-yl]-7-({[1-(methoxymethyl)cyclopentyl]methyl}(methyl)amino)-1H-imidazo[4,5-b]pyridin-2-yl}carbamoyl)pyridin-3-yl]propanoic acid